N1CC(C1)CC1=CC(=C2N1C(=CN=C2)C)C2=C(C(=O)N1[C@@H](COCC1)C)C=C(C=C2)F (3R)-4-(2-{6-[(azetidin-3-yl)methyl]-4-methylpyrrolo[1,2-a]pyrazin-8-yl}-5-fluorobenzoyl)-3-methylmorpholine